BrC1=C(C=CC(=C1)Cl)NC(C(C)(C)C)=S N-(2-Bromo-4-chlorophenyl)-2,2-dimethylthiopropionamide